C(#N)C1=CC(=C(C(=O)N([C@H]2CNCCC2)C2=NC=CC3=CC=CC(=C23)C)C=C1)C1=NC=CC=C1 4-cyano-N-(8-methyl-1-isoquinolyl)-N-[(3R)-3-piperidyl]-2-(2-pyridyl)benzamide